BrC#CCC(C1=C(C=CC(=C1)F)F)N1C(C2=CC(=CC(=C2C1)F)C1=CC=C(C=C1)C1CCN(CC1)C)=O 2-(4-Bromo-1-(2,5-difluorophenyl)but-3-yn-1-yl)-4-fluoro-6-(4-(1-methylpiperidine-4-yl)phenyl)isoindolin-1-one